CC=1C=C(C=CC1C)N1CC(CC1=O)C(=O)N1CCC(CC1)/C(=N/O)/N (Z)-1-(1-(3,4-dimethylphenyl)-5-oxopyrrolidine-3-carbonyl)-N'-hydroxypiperidine-4-carboxamidine